3-amino-3-{[1-oxo-1-(prop-2-yloxy)butan-2-yl]carbamoyl}propanoic acid NC(CC(=O)O)C(NC(C(OC(C)C)=O)CC)=O